(2S,4S)-4-Fluoro-1-[2-[(3S)-3-[(7-chloro-1,8-naphthyridin-3-yl)amino]pyrrolidin-1-yl]acetyl]pyrrolidin-2-carbonitril F[C@H]1C[C@H](N(C1)C(CN1C[C@H](CC1)NC=1C=NC2=NC(=CC=C2C1)Cl)=O)C#N